sodium chloride potassium fluoride [F-].[K+].[Cl-].[Na+]